ethyl-2-carbonyl-cyclohexanone C(C)C1C(C(CCC1)=O)=C=O